(R)-2-(3-bromo-5-chlorophenyl)-4-((2-nitrophenyl)-sulfonyl)morpholine BrC=1C=C(C=C(C1)Cl)[C@@H]1CN(CCO1)S(=O)(=O)C1=C(C=CC=C1)[N+](=O)[O-]